ClC=1C2=C(N=CN1)N(C(=C2)Cl)C2=CC=C(C=C2)C2N(CCOC2)C(=O)OC(C)(C)C tert-butyl 3-(4-(4,6-dichloro-7H-pyrrolo[2,3-d]pyrimidin-7-yl)phenyl)morpholine-4-carboxylate